C(C)(C)N1N=C(C=C1C[C@H](C(=O)OCC)C)C(F)(F)F ethyl (R)-3-(1-isopropyl-3-(trifluoromethyl)-1H-pyrazol-5-yl)-2-methylpropanoate